[N+](=O)([O-])C1=CC=C(C=C1)CCOCCOCCNC(OC(C)(C)C)=O tert-butyl N-(2-{2-[2-(4-nitrophenyl)ethoxy]ethoxy}ethyl)carbamate